NC=1C=2N(C=C(N1)C=1C(=C(C#N)C=CC1)F)N=C(N2)CC2NCCC2 3-(8-amino-2-(pyrrolidin-2-ylmethyl)-[1,2,4]triazolo[1,5-a]pyrazin-6-yl)-2-fluorobenzonitrile